(S)-3-(5-((S)-1-benzylazepan-4-yl)-1-oxoisoindolin-2-yl)piperidine-2,6-dione C(C1=CC=CC=C1)N1CC[C@H](CCC1)C=1C=C2CN(C(C2=CC1)=O)[C@@H]1C(NC(CC1)=O)=O